NC1CCC(CC1)N[C@H]1[C@@H](C1)C1=CC=C(C=C1)C1=CC(=CC=C1)NS(=O)(=O)C1=C(C=CC=C1)C#N N-(4'-((trans)-2-((4-aminocyclohexyl)amino)cyclopropyl)-[1,1'-biphenyl]-3-yl)-2-cyanobenzenesulfonamide